1-bromo-5-(2,2-dimethoxyethoxy)-2-fluoro-4-iodobenzene BrC1=C(C=C(C(=C1)OCC(OC)OC)I)F